CS(=O)(=O)C=1N=CC=2C(N(C=3N(C2N1)CCN3)C3=C(C=CC=C3Cl)Cl)=O 2-(methanesulfonyl)-6-(2,6-dichlorophenyl)-8,9-dihydroimidazo[1,2-a]pyrimido[5,4-e]pyrimidin-5(6H)-one